(3-HYDROXY-4-METHOXY-PHENYL)-ACETALDEHYDE OC=1C=C(C=CC1OC)CC=O